CC1=C2C(=CC3=C(C2=O)C(=CC=C3)O)C[C@H](O1)CC(=O)O The molecule is a member of the class of naphthopyrans that is 4,10-dihydro-3H-naphtho[2,3-c]pyran-3-yl]acetic acid bearing additional methyl, hydroxy and oxo substituents at positions 1, 9 and 10 respectively. It is a polyketide, a naphthopyran, a member of phenols, an aromatic ketone, a cyclic ketone and a monocarboxylic acid.